NC[C@H]1N(CCCC1)C(=O)OC(C)(C)C tert-butyl (S)-2-(aminomethyl)piperidine-1-carboxylate